The molecule is a monosaccharide derivative that is (-)-11-hydroxy-9,10-dihydrojasmonic acid attached to a beta-D-glucopyranosyl residue at position 11 via a glycosidic linkage. It has a role as a plant metabolite. It is a beta-D-glucoside, a monosaccharide derivative and a dihydrojasmonic acid. It derives from a (-)-11-hydroxy-9,10-dihydrojasmonic acid. CC(CCC[C@@H]1[C@H](CCC1=O)CC(=O)O)O[C@H]2[C@@H]([C@H]([C@@H]([C@H](O2)CO)O)O)O